1-ethyl-1-(2-(3-(imidazo[1,2-a]pyridin-6-yl)phenyl)propan-2-yl)-3-(6,6,6-trifluorohexan-3-yl)urea C(C)N(C(=O)NC(CC)CCC(F)(F)F)C(C)(C)C1=CC(=CC=C1)C=1C=CC=2N(C1)C=CN2